5-[2-methyl-4-(3,3,3-trifluoro-2-hydroxy-propoxy)pyrazol-3-yl]pyrazolo[1,5-a]pyridin CN1N=CC(=C1C1=CC=2N(C=C1)N=CC2)OCC(C(F)(F)F)O